(rac)-(2s,4s)-2-(6-cyclopropyl-2-azaspiro[3.4]octane-2-carbonyl)-7-oxa-5-azaspiro[3.4]octan-6-one C1(CC1)[C@H]1CC2(CN(C2)C(=O)C2CC3(C2)NC(OC3)=O)CC1 |r|